2-[2-(Isopropylamino)ethylthio]ethanol C(C)(C)NCCSCCO